silver(II) bisulfate S([O-])(O)(=O)=O.[Ag+2].S([O-])(O)(=O)=O